(S)-2-(2-fluoro-6-methyl-4-((R)-3-(trifluoromethyl)morpholino)benzamido)-3-(5-(1-methyl-2,4-dioxo-1,4-dihydropyrido[3,4-d]pyrimidin-3(2H)-yl)pyridin-2-yl)propanoic acid FC1=C(C(=O)N[C@H](C(=O)O)CC2=NC=C(C=C2)N2C(N(C3=C(C2=O)C=CN=C3)C)=O)C(=CC(=C1)N1[C@H](COCC1)C(F)(F)F)C